C(CCCCCCCCCCCCCCCCC)OCC(O)CO glyceryl mono-stearyl ether